aluminium trilaurate C(CCCCCCCCCCC)(=O)[O-].C(CCCCCCCCCCC)(=O)[O-].C(CCCCCCCCCCC)(=O)[O-].[Al+3]